ClC1=NN2C(C(=N1)NC=1N=CN(C1)C1=CC(=CC(=C1)OC(F)(F)F)C)=CC=C2 2-chloro-N-(1-(3-methyl-5-(trifluoromethoxy)phenyl)-1H-imidazol-4-yl)pyrrolo[2,1-f][1,2,4]triazin-4-amine